(3S,4aS,8aS)-2-{(R)-2-hydroxy-3-[(R)-1-(4-chloro-3-fluorophenyl)ethylamino]propyl}decahydroisoquinoline-3-carboxamide O[C@@H](CN1C[C@H]2CCCC[C@H]2C[C@H]1C(=O)N)CN[C@H](C)C1=CC(=C(C=C1)Cl)F